(5-Chloropyridin-2-yl)piperazin dihydrochloride Cl.Cl.ClC=1C=CC(=NC1)N1CCNCC1